1,3-bis(norbornenylethyl)-1,1,3,3-tetramethyldisiloxane C12(C=CC(CC1)C2)CC[Si](O[Si](C)(C)CCC21C=CC(CC2)C1)(C)C